Cl.C(C)C=1C(=CC(=C(C1)C=1NC(=NN1)C(=O)NCC(F)(F)F)O)O 5-(5-ethyl-2,4-dihydroxyphenyl)-N-(2,2,2-trifluoroethyl)-4H-1,2,4-triazole-3-carboxamide hydrochloride